(3R)-tert-butyl 3-((6-(7-methoxy-6-(1,1,1-trifluoro-2-hydroxypropan-2-yl)imidazo[1,2-b]pyridazin-3-yl)pyridin-2-yl)amino)piperidine-1-carboxylate COC1=CC=2N(N=C1C(C(F)(F)F)(C)O)C(=CN2)C2=CC=CC(=N2)N[C@H]2CN(CCC2)C(=O)OC(C)(C)C